C1(=CC=CC=C1)[Si](C=1C=C(C=CC1)OB(O)O)(C1=CC=CC=C1)C1=CC=CC=C1 (3-(triphenylsilyl)phenyl)boric acid